16-hydroxy-4,6,8,10,12,14-hexamethylheptadecyl butyloxymethyl ether C(CCC)OCOCCCC(CC(CC(CC(CC(CC(CC(C)O)C)C)C)C)C)C